N-behenoyl-leucine C(CCCCCCCCCCCCCCCCCCCCC)(=O)N[C@@H](CC(C)C)C(=O)O